2-(3-chloro-4-cyano-phenyl)-1-methyl-4-oxo-6-[[3-(trifluoromethyl)pyrazol-1-yl]methyl]pyridine-3-carboxylic acid ClC=1C=C(C=CC1C#N)C=1N(C(=CC(C1C(=O)O)=O)CN1N=C(C=C1)C(F)(F)F)C